CCCCCCCCC=C=CCCCCCCCCCCCCCCCC 9,10-Heptacosadiene